5'-(4-(9H-carbazol-9-yl)phenyl)-4'-(benzo[d]thiazol-2-yl)-4,4''-bis(3-methyl-9H-carbazol-9-yl)-6'-(4-(3-methyl-9H-carbazol-9-yl)phenyl)-[1,1':2',1''-terphenyl]-3'-carbonitrile C1=CC=CC=2C3=CC=CC=C3N(C12)C1=CC=C(C=C1)C=1C(=C(C(=C(C1C1=CC=C(C=C1)N1C2=CC=CC=C2C=2C=C(C=CC12)C)C1=CC=C(C=C1)N1C2=CC=CC=C2C=2C=C(C=CC12)C)C1=CC=C(C=C1)N1C2=CC=CC=C2C=2C=C(C=CC12)C)C#N)C=1SC2=C(N1)C=CC=C2